(4S)-N-[((R or S)-3-chloro-4-fluorophenyl)(6-cyanopyridin-2-yl)methyl]-2-oxoimidazolidine-4-carboxamide ClC=1C=C(C=CC1F)C(NC(=O)[C@H]1NC(NC1)=O)C1=NC(=CC=C1)C#N